7-{[(1R)-1-(2,4-dichlorophenyl)ethyl]amino}-5-{3-[(3R)-1-(2-hydroxyethyl)piperidin-3-yl]azetidin-1-yl}-1lambda5-[1,2,5]oxadiazolo[4,3-b]pyridin-1-one ClC1=C(C=CC(=C1)Cl)[C@@H](C)NC=1C=2C(N=C(C1)N1CC(C1)[C@@H]1CN(CCC1)CCO)=NON2=O